4-[2-[4-[5-methyl-1-[4-(trifluoromethyl)cyclohexyl]pyrazol-3-yl]piperazin-1-yl]ethyl]morpholine CC1=CC(=NN1C1CCC(CC1)C(F)(F)F)N1CCN(CC1)CCN1CCOCC1